O1C(=CC2=C1C=CC=C2)C2=CC=CC=C2 4-(2-benzofuranyl)benzene